The molecule is a benzoate ester obtained by the formal condensation of the hydroxy group at position 4 of 4-[(2,4-dihydroxy-6-propylbenzoyl)oxy]-2-hydroxy-6-propylbenzoic acid with the carboxy group of 2,4-dihydroxy-6-pentylbenzoic acid (olivetolic acid). It is isolated from the endophytic fungi Cytonaema and acts as an inhibitor of human cytomegalovirus (hCMV) protease. It has a role as a metabolite, an antiviral agent and a protease inhibitor. It is a member of resorcinols, a benzoate ester and a monohydroxybenzoic acid. It derives from an olivetolic acid. CCCCCC1=C(C(=CC(=C1)O)O)C(=O)OC2=CC(=C(C(=C2)O)C(=O)OC3=CC(=C(C(=C3)O)C(=O)O)CCC)CCC